dimethylanilinium tetrakis(2,6-difluorophenyl)borate FC1=C(C(=CC=C1)F)[B-](C1=C(C=CC=C1F)F)(C1=C(C=CC=C1F)F)C1=C(C=CC=C1F)F.C[NH+](C1=CC=CC=C1)C